C(C)(C)(C)OC(=O)N[C@@H](CC(=O)O)C(=O)COCOC(=O)OC(C)C (S)-3-((tert-butoxycarbonyl)amino)-4-(((isopropoxycarbonyl)oxy)methoxymethyl)-4-oxobutyric acid